[K].C1CCC2=C(C=3CCCC3C=C12)NC(=O)NS(=O)(=O)C1CN(C1)C1CN(C1)C N-((1,2,3,5,6,7-Hexahydro-s-indacen-4-yl)carbamoyl)-1'-methyl-[1,3'-biazetidine]-3-sulfonamide, Potassium Salt